5-nitroguaiacolat [N+](=O)([O-])C=1C=C(C(=C(C1)OC)O)C(=O)[O-]